7'-Fluoro-spiro[cyclobutane-1,3'-indoline]-2'-one FC=1C=CC=C2C3(C(NC12)=O)CCC3